(1r,5s)-3-(6-benzyl-4-cyano-3-((1-(morpholinomethyl)cyclopropyl)methoxy)-5,6,7,8-tetrahydro-2,6-naphthyridin-1-yl)-3,8-diazabicyclo[3.2.1]octane-8-carboxylic acid tert-butyl ester C(C)(C)(C)OC(=O)N1[C@H]2CN(C[C@@H]1CC2)C2=NC(=C(C=1CN(CCC21)CC2=CC=CC=C2)C#N)OCC2(CC2)CN2CCOCC2